C(C)(=O)OCC1=CC=C(C=C1)NC1=NC(=C(C=C1[N+](=O)[O-])C)C#N 4-((6-cyano-5-methyl-3-nitropyridin-2-yl)amino)benzyl acetate